CC1(CCCCC1)P(C1=CC=CC=C1)(C1=CC=CC=C1)=O 1-methyl-cyclohexyldiphenylphosphine oxide